CS(=O)(CC=1N=C2N(C=C(C=C2)C2=NOC(=N2)C(F)(F)F)C1)=NC=1C=NC=CC1 methyl(pyridin-3-ylimino)((6-(5-(trifluoromethyl)-1,2,4-oxadiazol-3-yl)imidazo[1,2-a]pyridin-2-yl)methyl)-λ6-sulfanone